C(C)(C)(C)OC(=O)N(N)C1=C(C=CC=C1)OCC1=C(C=C(C=C1)Cl)F (2-((4-chloro-2-fluorobenzyl)oxy)phenyl)hydrazine-1-carboxylic acid tert-butyl ester